1-[5-(5-chloro-2-methoxypyridin-4-yl)-1H-pyrazole-3-carbonyl]-N-[(4-chloropyridin-2-yl)methyl]piperidine-4-carboxamide Cobalt-Chromium-Molybdenum [Mo].[Cr].[Co].ClC=1C(=CC(=NC1)OC)C1=CC(=NN1)C(=O)N1CCC(CC1)C(=O)NCC1=NC=CC(=C1)Cl